[(1S,9S)-9-ethyl-5-fluoro-9-hydroxy-4-methyl-10,13-dioxo-2,3,9,10,13,15-hexahydro-1H,12H-benzo[de]pyrano[3',4':6,7]indolizino[1,2-b]quinolin-1-yl]acetamide C(C)[C@]1(C(OCC=2C(N3CC=4C(=NC=5C=C(C(=C6C5C4[C@@H](CC6)CC(=O)N)C)F)C3=CC21)=O)=O)O